C(CCCCCCCCC)OC1=CC=C(C=C1)S(=O)(=O)C=1C=NC2=CC=C(C=C2C1N1CCC(CC1)N1CCN(CC1)C)S(=O)C 3-((4-(decyloxy)phenyl)sulfonyl)-4-(4-(4-methylpiperazin-1-yl)piperidin-1-yl)-6-(methylsulfinyl)quinoline